ClC1=CC2=C(N(C(N=C2N2[C@H](CN(CC2)C(=O)[O-])C)=O)C=2C(=NC=CC2C)C(C)C)N=C1Cl (S)-4-(6,7-dichloro-1-(2-isopropyl-4-methylpyridin-3-yl)-2-oxo-pyrido[2,3-d]pyrimidin-4-yl)-3-methyl-piperazine-1-carboxylate